N(N)C1=C(C(=O)O)C=CC=N1 Hydrazinonicotinoic Acid